(S)-4-(7-bromo-2,8-difluoro-6-((trifluoromethyl)thio)quinazolin-4-yl)-3-methylpiperazine-1-carboxylic acid tert-butyl ester C(C)(C)(C)OC(=O)N1C[C@@H](N(CC1)C1=NC(=NC2=C(C(=C(C=C12)SC(F)(F)F)Br)F)F)C